CC1=CC=C(C=N1)CN 1-(6-methylpyridin-3-yl)methylamine